4-bromo-1-(difluoromethanesulfonyl)-2-methyl-benzene BrC1=CC(=C(C=C1)S(=O)(=O)C(F)F)C